C1(=CC=C(C=C1)CC(=O)N)CC(=O)N p-phenylenediacetamide